5-((((2'-(2-chloro-3-((3-fluoro-4-((((5-oxopyrrolidin-2-yl)methyl)amino)methyl)pyridin-2-yl)amino)phenyl)-3'-fluoro-6-methoxy-[2,4'-bipyridin]-5-yl)methyl)amino)methyl)pyrrolidin-2-one ClC1=C(C=CC=C1NC1=NC=CC(=C1F)CNCC1NC(CC1)=O)C1=NC=CC(=C1F)C1=NC(=C(C=C1)CNCC1CCC(N1)=O)OC